2-((7-(4,4,5,5-tetramethyl-1,3,2-dioxaborolan-2-yl)naphthalen-2-yl)oxy)-N-trans-(4-(trifluoromethyl)cyclohexyl)acetamide CC1(OB(OC1(C)C)C1=CC=C2C=CC(=CC2=C1)OC(C(=O)N)C1CCC(CC1)C(F)(F)F)C